CC1=NN=NC2=C1C=CC=C2 4-methylbenzotriazine